rel-(R)-1-(1-(5-fluoro-3-methylbenzofuran-2-yl)-2-methylpropyl)-3-(4-(methylsulfonyl)phenyl)urea FC=1C=CC2=C(C(=C(O2)[C@@H](C(C)C)NC(=O)NC2=CC=C(C=C2)S(=O)(=O)C)C)C1 |o1:9|